2,7-bis(3,5-di-t-butylphenyl)-9H-carbazole C(C)(C)(C)C=1C=C(C=C(C1)C(C)(C)C)C1=CC=2NC3=CC(=CC=C3C2C=C1)C1=CC(=CC(=C1)C(C)(C)C)C(C)(C)C